5-((7-chloro-2-(3-methoxybenzyl)-1H-benzo[d]imidazol-6-yl)thio)pyrazin-2-yl-3-methyl-2-oxa-8-azaspiro[4.5]decan-4-amine ClC1=C(C=CC2=C1NC(=N2)CC2=CC(=CC=C2)OC)SC=2N=CC(=NC2)C2OC(C(C21CCNCC1)N)C